4-benzyloxybenzaldehyde C(C1=CC=CC=C1)OC1=CC=C(C=O)C=C1